4-(5-Chloropyridin-3-yl)-2-[(3R)-3-methylmorpholin-4-yl]-8-(1H-pyrazol-5-yl)-1,7-naphthyridine ClC=1C=C(C=NC1)C1=CC(=NC2=C(N=CC=C12)C1=CC=NN1)N1[C@@H](COCC1)C